NC=1C=C(C=O)C(=CN1)F 2-AMINO-5-FLUOROISONICOTINALDEHYDE